C(C)OC(C(=O)N1C(CCCC1)C=1NC(=CN1)C1=CC=C(C=C1)C)C ethoxy-1-(2-(5-(p-tolyl)-1H-imidazol-2-yl)piperidin-1-yl)propan-1-one